O1C(C1)C=1C=C(C=CC1N1C[C@H](CC1)OC1=NC=C(C=C1)C(F)(F)F)C1=CC=CC=C1 2-((3S)-1-(3-(oxiran-2-yl)biphenyl-4-yl)pyrrolidin-3-yloxy)-5-(trifluoromethyl)pyridine